2,4,8-trichloro-9-methyl-9H-pyrido[4',3':4,5]pyrrolo[2,3-d]pyrimidine ClC=1N=C(C2=C(N1)N(C1=C2C=CN=C1Cl)C)Cl